C(#N)C1=C(C=C(C=C1)F)N1C=NC=2C1=NC(=CC2)OB(O)O [3-(2-cyano-5-fluorophenyl)-3H-imidazo[4,5-b]Pyridin-5-yl]Boric acid